C1(=CC=C(C=C1)N1N=C(N=C1)N)C 1-(p-tolyl)-1H-1,2,4-triazol-3-amine